N-((6S,7S)-6-([1,1'-biphenyl]-3-ylmethyl)-5-((S)-3,3,3-trifluoro-2-hydroxypropanoyl)-5-azaspiro[2.4]heptan-7-yl)-1-fluoromethanesulfonamide C1(=CC(=CC=C1)C[C@@H]1N(CC2(CC2)[C@@H]1NS(=O)(=O)CF)C([C@@H](C(F)(F)F)O)=O)C1=CC=CC=C1